CC(CC=O)C1=CC(=CC=C1)C(C)C β-methyl-3-(1-methylethyl)-benzenepropanal